5-hydroxy-4'-(4-(trifluoromethoxy)phenoxy)-1,6-dihydro-[1,1'-biphenyl]-3(2H)-one OC1=CC(CC(C1)C1=CC=C(C=C1)OC1=CC=C(C=C1)OC(F)(F)F)=O